2-[1-[1-[(3S)-2,6-dioxo-3-piperidinyl]indol-4-yl]-4-piperidinyl]acetic acid tert-butyl ester C(C)(C)(C)OC(CC1CCN(CC1)C1=C2C=CN(C2=CC=C1)[C@@H]1C(NC(CC1)=O)=O)=O